1-ethyl-3-((S)-1,1,1,5,5,5-hexafluoropentan-2-yl)-1-(1-(2-(8-methoxyimidazo[1,2-a]pyrazin-6-yl)pyridin-4-yl)ethyl)urea C(C)N(C(=O)N[C@H](C(F)(F)F)CCC(F)(F)F)C(C)C1=CC(=NC=C1)C=1N=C(C=2N(C1)C=CN2)OC